COC1=C(CC=2C(=C(C=C(C2)[N+](=O)[O-])S(=O)(=O)N)N2N=CC(=C2)CCOC)C=CC(=C1)OC (2,4-dimethoxybenzyl)-2-[4-(2-methoxyethyl)-1H-pyrazol-1-yl]-5-Nitrobenzenesulfonamide